ClC1=NC=CC=C1[C@H]1[C@H](C[C@]2(CCCN12)C(=O)OC(C)(C)C)C(=O)OC 7a-(tert-butyl) 2-methyl (2S,3R,7aR)-3-(2-chloropyridin-3-yl)tetrahydro-1H-pyrrolizine-2,7a(5H)-dicarboxylate